2-(2-chloro-6-fluoro-benzoyl)-2,3,4,9-tetrahydro-1H-β-carboline ClC1=C(C(=O)N2CC=3NC4=CC=CC=C4C3CC2)C(=CC=C1)F